6-((4-((tert-butyldiphenylsilyl)oxy)butyl)(methyl)amino)-9-(2-((2-((3-cyclohexyl-propanoyl)-oxy)hexyl)thio)ethyl)-3-pentyltetradecyl 3-cyclohexylpropanoate C1(CCCCC1)CCC(=O)OCCC(CCC(CCC(CCCCC)CCSCC(CCCC)OC(CCC1CCCCC1)=O)N(C)CCCCO[Si](C1=CC=CC=C1)(C1=CC=CC=C1)C(C)(C)C)CCCCC